FC1=CC(=C(C=C1)N1CN(C(C2=CC(=C(C=C12)OC(F)(F)F)C#N)=O)C=1C(=NC(=CC1)OC)C)C 1-(4-fluoro-2-methylphenyl)-3-(6-methoxy-2-methylpyridin-3-yl)-4-oxo-7-(trifluorometh-oxy)-1,2,3,4-tetrahydroquinazoline-6-carbonitrile